CC1=NC(=NC(=C1)C)N1C=C2C(=C1)CN(C2)C(=O)C=2C(=NN1C2C=NC=C1)C1=CC=CC=C1 ((3aR,6aS)-5-(4,6-dimethylpyrimidin-2-yl)pyrrolo[3,4-c]pyrrol-2(1H)-yl)(2-phenylpyrazolo[1,5-a]pyrazine-3-yl)methanone